C1OCC12CN(C2)C2=CC=C1C(=N2)NC=C1C1=NC(=NC=C1C(F)(F)F)N[C@@H]1CNCCC1 (S)-4-(6-(2-oxa-6-azaspiro[3.3]hept-6-yl)-1H-pyrrolo[2,3-b]pyridin-3-yl)-N-(piperidin-3-yl)-5-(trifluoromethyl)pyrimidin-2-amine